FC(CN1N=CC(=C1)C1=NC(=NC=C1C(F)(F)F)N[C@H]1C[C@H](CCC1)N1C=NC=2C1=NC=C(C2)C=2C=NN(C2)C)F 4-(1-(2,2-difluoroethyl)-1H-pyrazol-4-yl)-N-((1R,3S)-3-(6-(1-methyl-1H-pyrazol-4-yl)-3H-imidazo[4,5-b]pyridin-3-yl)cyclohexyl)-5-(trifluoromethyl)pyrimidin-2-amine